alpha-ketoadipyl-CoA O=C(C(=O)SCCNC(CCNC([C@@H](C(COP(OP(OC[C@@H]1[C@H]([C@H]([C@@H](O1)N1C=NC=2C(N)=NC=NC12)O)OP(=O)(O)O)(=O)O)(=O)O)(C)C)O)=O)=O)CCCC(=O)O